OCCNC(O[C@@H]1CC[C@H](CC1)C(N(C[C@@H]1CC[C@H](CC1)C1=CC(=C(C=C1)OC)C)C1=CC(=CC=C1)C=1C=NN(C1)C(C)C)=O)=O trans-4-((3-(1-Isopropyl-1H-pyrazol-4-yl)-phenyl)((trans-4-(4-methoxy-3-methyl-phenyl)cyclohexyl)-methyl)carbamoyl)-cyclohexyl (2-hydroxyethyl)carbamate